3'-[azobis[(2,2-dimethyl-1-iminoethane-2,1-diyl)imino]]bis(propionic acid) N(=NC(C(=N)NCCC(=O)O)(C)C)C(C(=N)NCCC(=O)O)(C)C